(2S,3R)-p-nitrophenyl-serine [N+](=O)([O-])C1=CC=C(C=C1)N[C@@H](CO)C(=O)O